C(CC(C)C)=NCCC(C)C ISOPENTYLIDENEISOPENTYLAMINE